tert-butyl (2-((5-((6-(3-methyl-4-(N-methylpropionamido)phenyl)nicotinamido)methyl)pyridin-2-yl)amino)ethyl)carbamate CC=1C=C(C=CC1N(C(CC)=O)C)C1=NC=C(C(=O)NCC=2C=CC(=NC2)NCCNC(OC(C)(C)C)=O)C=C1